hydroxypropyl-phthalic acid imide OCCCC1=C2C(C(=O)NC2=O)=CC=C1